COC1=CC(=NC=N1)O[C@H]1C[C@H](N(C1)CC1=CN=C(S1)NC(C)=O)C N-(5-(((2R,4S)-4-((6-methoxypyrimidin-4-yl)oxy)-2-methylpyrrolidin-1-yl)methyl)thiazol-2-yl)acetamide